C(C1=CC=CC=C1)C=1C=2N(C=C(N1)C1=CC=CC=C1)C(=C(N2)CC=2OC=CC2)OCC2=C(C=CC=C2)[N+](=O)[O-] 8-benzyl-2-(furan-2-ylmethyl)-3-((2-nitrobenzyl)oxy)-6-phenylimidazo[1,2-a]pyrazine